N=C1N(C2=C(N1C1CN(CC1)C(C=C)=O)C=CC=C2)C2=CC=C(C=C2)C(F)(F)F 1-(3-(2-imino-3-(4-(trifluoromethyl)phenyl)-2,3-dihydro-1H-benzo[d]imidazol-1-yl)pyrrolidin-1-yl)prop-2-en-1-one